6-Chloro-3-[(1R)-1-[2-(5,6-dihydro-4H-pyrrolo[2,1-e]pyrazol-3-yl)-3,6-dimethyl-4-oxo-chromen-8-yl]ethoxy]pyridine-2-carboxamide ClC1=CC=C(C(=N1)C(=O)N)O[C@H](C)C=1C=C(C=C2C(C(=C(OC12)C=1C=NN2C1CCC2)C)=O)C